C(C)N(C1=CC(N(C=2C=CC(=NC12)C#N)C)=O)C1=CC=C(C=C1)OC 8-(ethyl-(4-methoxyphenyl)amino)-5-methyl-6-oxo-5,6-dihydro-1,5-naphthyridine-2-carbonitrile